zinc 2-mercaptobenzothiazole salt SC=1SC2=C(N1)C=CC=C2.[Zn]